1,2,3-tris(tert-butylpyridylphosphinomethyl)benzene C(C)(C)(C)C(C1=C(C(=CC=C1)C(PC1=NC=CC=C1)C(C)(C)C)C(PC1=NC=CC=C1)C(C)(C)C)PC1=NC=CC=C1